O1C[C@@H](CC12CNCC2)OC(NC=2N=CC1=CC(=C(C=C1C2)C2=C(C1=C(OCCN1)N=C2)C)F)=O (R)-1-Oxa-7-azaspiro[4.4]nonan-3-yl-(7-fluoro-6-(8-methyl-2,3-dihydro-1H-pyrido[2,3-b][1,4]oxazin-7-yl)isochinolin-3-yl)carbamat